3-(3-bromo-7-(3,5-dimethyl-1H-pyrazol-4-yl)pyrazolo[1,5-a]pyrimidin-5-yl)-8-oxa-3-azabicyclo[3.2.1]octane BrC=1C=NN2C1N=C(C=C2C=2C(=NNC2C)C)N2CC1CCC(C2)O1